O=C1N(CC2=C(C=CC=C12)SCC1=CC=C(C=C1)CNCC1OCCCC1)C1C(NC(CC1)=O)=O 3-(1-oxo-4-((4-((((tetrahydro-2H-pyran-2-yl)methyl)amino)methyl)benzyl)thio)isoindolin-2-yl)piperidine-2,6-dione